NC(C)C=1C=C(C=C2C(=CC(=NC12)N1CCOCC1)C#N)Cl 8-(1-aminoethyl)-6-chloro-2-morpholinoquinoline-4-carbonitrile